(2R,3R,4R,5S)-4-(4-chloro-2-fluorophenyl)-3-(2-fluorophenyl)-4-cyano-5-neopentylpyrrolidine-2-carboxylic acid tert-butyl ester C(C)(C)(C)OC(=O)[C@@H]1N[C@H]([C@]([C@@H]1C1=C(C=CC=C1)F)(C#N)C1=C(C=C(C=C1)Cl)F)CC(C)(C)C